NC=1C=C(C(=O)OC)C=C(C1NC1CC1)F methyl 3-amino-4-(cyclopropylamino)-5-fluorobenzoate